FC1=C(C(=CC(=C1)N1C[C@@](CCC1)(CCC1=CC(=CC=C1)C(F)(F)F)N([C@H]1CN(CC1)C)C)F)S(=O)(=O)NC1=NC=NC=C1 2,6-difluoro-4-((S)-3-(methyl((R)-1-methylpyrrolidin-3-yl)amino)-3-(3-(trifluoromethyl)-phenethyl)piperidin-1-yl)-N-(pyrimidin-4-yl)benzenesulfonamide